3-(1-(benzyloxy)naphthalen-2-yl)-4,5-dibromo-1H-pyrazole C(C1=CC=CC=C1)OC1=C(C=CC2=CC=CC=C12)C1=NNC(=C1Br)Br